FC(COC1=NC=CC(=C1)CN)(C(F)(F)F)F (2-(2,2,3,3,3-pentafluoropropoxy)pyridin-4-yl)methanamine